COC(C1=C(C=CC=C1)OC)=O Methyl-2-methoxy-benzoate